N1(C=NC=C1)C1C(=C(C(CC1)(C)C)/C=C/C(=C/C=C/C(=C\C(=O)NCC1=CC=C(C=C1)C(F)(F)F)/C)/C)C (2Z,4E,6E,8E)-9-(3-(1H-imidazol-1-yl)-2,6,6-trimethylcyclohex-1-en-1-yl)-3,7-dimethyl-N-(4-(trifluoromethyl)benzyl)nona-2,4,6,8-tetraenamide